N[C@H](CC1=C(C2=C(N=C(N=C2NCC=2OC=CC2)Cl)N1)Cl)CC 6-[(2S)-2-aminobutyl]-2,5-dichloro-N-[(furan-2-yl)methyl]-7H-pyrrolo[2,3-d]pyrimidin-4-amine